[Sn].[Ce] CERIUM-TIN